[(3S,9aS)-3-hydroxy-3-[5-(trifluoromethyl)-2-pyridyl]-1,4,6,7,9,9a-hexahydropyrazino[2,1-c][1,4]oxazin-8-yl]-(2-chloro-3-oxazol-4-yl-phenyl)methanone O[C@]1(CN2[C@H](CO1)CN(CC2)C(=O)C2=C(C(=CC=C2)C=2N=COC2)Cl)C2=NC=C(C=C2)C(F)(F)F